(3ar,4as,7br)-7a-(benzyloxy)-6,6-difluoro-2,2-dimethyltetrahydro-3aH-cyclopenta[4,5]furo[2,3-d][1,3]dioxol-5(4aH)-one C(C1=CC=CC=C1)OC12[C@H](O[C@@H]3OC(O[C@@H]31)(C)C)C(C(C2)(F)F)=O